N1(CCCC1)C=1C=CC=NC1 5-pyrrolidin-1-yl-pyridin